BrC1=C(OCC(CCl)O)C=CC(=C1)C(C)(C)C1=CC=C(C=C1)OCC(CN1C=NC=C1)O 1-(2-bromo-4-(2-(4-(2-hydroxy-3-(1H-imidazol-1-yl)propoxy)phenyl)propan-2-yl)phenoxy)-3-chloropropan-2-ol